FC1(CCC(CC1)OC=1C(=C(C(=O)O)C=CC1C(NS(N(C)C)(=O)=O)=O)F)F 3-(4,4-difluorocyclohexoxy)-4-(dimethylsulfamoylcarbamoyl)-2-fluoro-benzoic acid